1-(4-(4-amino-3-chloro-1H-pyrazol-1-yl)piperidin-1-yl)ethanone NC=1C(=NN(C1)C1CCN(CC1)C(C)=O)Cl